N-(6-(2-chloro-5-fluorophenyl)-6-hydroxy-1-methyl-8-oxo-1,6,7,8-tetrahydropyrrolo[3,4-g]indazol-5-yl)-3-fluoro-5-(trifluoromethyl)benzamide ClC1=C(C=C(C=C1)F)C1(NC(C=2C1=C(C=C1C=NN(C21)C)NC(C2=CC(=CC(=C2)C(F)(F)F)F)=O)=O)O